tert-butyl (S)-2-((4-fluorophenyl)(methyl)carbamoyl)pyrrolidine-1-carboxylate FC1=CC=C(C=C1)N(C(=O)[C@H]1N(CCC1)C(=O)OC(C)(C)C)C